FC(OC1=CC=CC=2C(N([C@H]3C=4N([C@@H](C21)C3)C3=C(N4)C=CC(=C3)C#CC3(CCNCC3)C)C([2H])([2H])[2H])=O)F (7R,14R)-1-(difluoromethoxy)-6-(methyl-d3)-11-((4-methylpiperidin-4-yl)ethynyl)-6,7-dihydro-7,14-methanobenzo[f]benzo[4,5]imidazo[1,2-a][1,4]diazocin-5(14H)-one